4-(3,5-bis(trifluoromethyl)phenyl)-1-(4-(3,4-dichlorophenyl)-5-(isopropylthio)thiazol-2-yl)-3-methyl-1H-pyrazole-5-carboxylic acid FC(C=1C=C(C=C(C1)C(F)(F)F)C=1C(=NN(C1C(=O)O)C=1SC(=C(N1)C1=CC(=C(C=C1)Cl)Cl)SC(C)C)C)(F)F